ClC1=C(C(=O)O)C=CC(=C1OC1=CC(=CC(=C1)C1(CC1)C)F)Cl 2,4-dichloro-3-(3-fluoro-5-(1-methylcyclopropyl)phenoxy)Benzoic Acid